tert-butyl 5'-chloro-2'-((6,6,6-trifluoro-5-oxohex-3-yn-1-yl)oxy)-[1,1'-biphenyl]-3-carboxylate ClC=1C=CC(=C(C1)C1=CC(=CC=C1)C(=O)OC(C)(C)C)OCCC#CC(C(F)(F)F)=O